FC1=CC(=C(C=C1)N1C(C(=CC=C1)C(=O)NC=1C=NN(C1)CC(C)C)=O)OCC(F)(F)F 1-[4-fluoro-2-(2,2,2-trifluoroethoxy)phenyl]-N-[1-(2-methylpropyl)-1H-pyrazol-4-yl]-2-oxo-1,2-dihydropyridine-3-carboxamide